2,5-dihydro-1H-pyrrole-2,5-dione N1C(C=CC1=O)=O